FC(CN1N=CC=2C1=NC(=CN2)NC2C[C@@H]1[C@@H](CN(C1)C1=NC=CC(=C1)C(F)(F)F)C2)F (3aR,5R,6aS)-N-[1-(2,2-difluoroethyl)-1H-pyrazolo[3,4-b]pyrazin-6-yl]-2-[4-(trifluoromethyl)pyridin-2-yl]-octahydrocyclopenta[c]pyrrol-5-amine